2-[2-(1,2,2-trimethyl-3-bicyclo[3.1.0]hexanyl)cyclopropyl]propan-1-ol CC12C(C(CC2C1)C1C(C1)C(CO)C)(C)C